N1-(2-(4-methoxyphenyl)quinolin-4-yl)-N3-(3-(pyridin-4-ylamino)propyl)propane-1,3-diamine COC1=CC=C(C=C1)C1=NC2=CC=CC=C2C(=C1)NCCCNCCCNC1=CC=NC=C1